sodium sulfanyl-sodium S[Na].[Na]